1-hydroxycyclopropanecarbohydrazide OC1(CC1)C(=O)NN